N[C@@H](COC(C(F)(F)F)(C)C)C=1NC=2C(=NC(=CC2)[C@H](N2C(NCC(C2)(F)F)=O)C2CC2)N1 |o1:1| 1-((R)-(2-((R*)-1-amino-2-((1,1,1-trifluoro-2-methylpropan-2-yl)oxy)ethyl)-1H-imidazo[4,5-b]pyridine-5-yl)(cyclopropyl)methyl)-5,5-difluorotetrahydropyrimidin-2(1H)-one